C1CNCCC12CCC(CC2)N2CCC(CC2)C=2C=NC(=NC2)N2C[C@H]1N(C=3C(=NN=C(C3)C3=C(C=CC=C3)O)NC1)CC2 (S)-2-(8-(5-(1-(3-azaspiro[5.5]undecan-9-yl)piperidin-4-yl)pyrimidin-2-yl)-6,6a,7,8,9,10-hexahydro-5H-pyrazino[1',2':4,5]pyrazino[2,3-c]pyridazin-2-yl)phenol